6-((3-((3R,5R)-5-(4-chlorophenyl)tetrahydro-furan-3-yl)-1,2,4-oxadiazol-5-yl)methyl)-1-methyl-7-oxo-6,7-dihydro-1H-imidazo[4,5-d]pyridazine-4-carbonitrile ClC1=CC=C(C=C1)[C@H]1C[C@@H](CO1)C1=NOC(=N1)CN1N=C(C2=C(C1=O)N(C=N2)C)C#N